1-(((1S,2R,5S)-6,6-dimethylbicyclo[3.1.1]heptan-2-yl)methyl)-5-methyl-4-(4,4,5,5-tetramethyl-1,3,2-dioxaborolan-2-yl)-1H-pyrazole CC1([C@H]2CC[C@H]([C@@H]1C2)CN2N=CC(=C2C)B2OC(C(O2)(C)C)(C)C)C